octenyl-octadecyl-phosphinic acid C(=CCCCCCC)P(O)(=O)CCCCCCCCCCCCCCCCCC